C(C)C(C#N)(C)NN1C=NN=C1 ethyl-2-(4h-1,2,4-triazol-4-ylamino)propanenitrile